tertbutyl N-[2,6-difluoro-3-(5-fluoro-2-methylpyridine-3-sulfonamido)phenyl]-N-[[3-methyl-1-(oxan-2-yl)pyrazolo[3,4-b]pyridin-yl]methyl]carbamate FC1=C(C(=CC=C1NS(=O)(=O)C=1C(=NC=C(C1)F)C)F)N(C(OC(C)(C)C)=O)CC1=C2C(=NC=C1)N(N=C2C)C2OCCCC2